(R)-2-((2-oxo-4-(o-tolyl)-2H-chromen-7-yl)oxy)propanoic acid isopropyl ester C(C)(C)OC([C@@H](C)OC1=CC=C2C(=CC(OC2=C1)=O)C1=C(C=CC=C1)C)=O